COC(C1=CC(=CC(=C1)OC[C@@H]1OCCC1)C=1SC(=CN1)CC)=O 3-(5-Ethyl-1,3-thiazol-2-yl)-5-[(2R)-tetrahydro-furan-2-ylmethoxy]benzoic acid methyl ester